FC=1C=CC2=C(CCO2)C1CNC1=NC=C(C=2N1C=NN2)C=2C=1N(C(=CC2)C)C(=CN1)F N-((5-fluoro-2,3-dihydrobenzofuran-4-yl)methyl)-8-(3-fluoro-5-methylimidazo[1,2-a]pyridin-8-yl)-[1,2,4]triazolo[4,3-c]pyrimidin-5-amine